ClC=1C=CC(=C(C1)C1=CC(=C(N1C)C)C(=O)NC=1C=NN(C1CCO)C)CN1CC2=CC=CC(=C2CC1)O 5-{5-chloro-2-[(5-hydroxy-3,4-dihydroisoquinolin-2(1H)-yl)methyl]phenyl}-N-[5-(2-hydroxyethyl)-1-methyl-1H-pyrazol-4-yl]-1,2-dimethyl-1H-pyrrole-3-carboxamide